1-phenyl-3-(3-dimethylaminostyryl)-5-(3-dimethylamino-phenyl)-pyrazoline C1(=CC=CC=C1)N1NC(=CC1C1=CC(=CC=C1)N(C)C)C=CC1=CC(=CC=C1)N(C)C